FC12CC(C1)(C2)N2C(C(N(CC2)CC=2N=NC(=CC2)C2=C(C=CC=C2)F)=O)=O 1-(3-fluorobicyclo[1.1.1]pentan-1-yl)-4-((6-(2-fluorophenyl)pyridazin-3-yl)methyl)piperazine-2,3-dione